C(CCCCCCCCC(=O)[O-])(=O)OC(C)(C)C mono-tert-butyl sebacate